2-(4-((4-((5-methyl-1H-pyrazol-3-yl)amino)quinazolin-2-yl)amino)phenyl)acetonitrile CC1=CC(=NN1)NC1=NC(=NC2=CC=CC=C12)NC1=CC=C(C=C1)CC#N